ClC=1C=C(C=2C(N1)=C(N(N2)COCC[Si](C)(C)C)NCC)CO (5-chloro-3-(ethylamino)-2-((2-(trimethylsilyl)ethoxy)methyl)-2H-pyrazolo[4,3-b]pyridin-7-yl)methanol